3-methyl-2-(1-oxo-2,9-diazaspiro[5.5]undec-2-yl)butanamide CC(C(C(=O)N)N1C(C2(CCC1)CCNCC2)=O)C